N1N=CC=C1C(C)NC(=O)C=1C=NC2=C(C=CC=C2C1)C1=CCC(CC1)C(F)(F)F N-(1-(1H-pyrazol-5-yl)ethyl)-8-(4-(trifluoromethyl)cyclohex-1-en-1-yl)quinoline-3-carboxamide